N1(N=NN=C1)C[C@H](C)OC=1C=C(C=CC1)C=1C=CC=2N(N1)C(=CN2)C2=C(C#N)C=CC=C2 2-[6-(3-{[(2S)-1-(1H-tetrazol-1-yl)propan-2-yl]oxy}phenyl)imidazo[1,2-b]pyridazin-3-yl]benzonitrile